2,2,6,6-tetramethylpiperid-4-yl-hexamethylenediamine CC1(NC(CC(C1)NCCCCCCN)(C)C)C